2-(3-((E)-((1S,2R,5S)-2-fluoro-1-methyl-8-azabicyclo[3.2.1]oct-6-en-3-ylidene)methyl)-1,2,4-triazin-6-yl)-5-(2-methoxypyridin-4-yl)phenol F[C@H]\1[C@@]2(C=C[C@H](C/C1=C\C=1N=NC(=CN1)C1=C(C=C(C=C1)C1=CC(=NC=C1)OC)O)N2)C